2,2-dimethylpropyl (S)-1-((2S,3S)-3-(4-bromothiazol-2-yl)-2-(dibenzylamino)-3-methoxypropanoyl)hexahydropyridazine-3-carboxylate BrC=1N=C(SC1)[C@H]([C@@H](C(=O)N1N[C@@H](CCC1)C(=O)OCC(C)(C)C)N(CC1=CC=CC=C1)CC1=CC=CC=C1)OC